N-[(2-Amino-3-pyridyl)sulfonyl]-6-[4-(trifluoromethyl)phenyl]-2-[(4S)-2,2,4-trimethylpyrrolidin-1-yl]pyridin-3-carboxamid NC1=NC=CC=C1S(=O)(=O)NC(=O)C=1C(=NC(=CC1)C1=CC=C(C=C1)C(F)(F)F)N1C(C[C@@H](C1)C)(C)C